1-(7-isopropoxy-2-(1-methyl-2-oxabicyclo[2.2.1]hept-4-yl)imidazo[1,2-a]pyridin-6-yl)-2-(1-methyl-1H-pyrazol-3-yl)ethan-1-one C(C)(C)OC1=CC=2N(C=C1C(CC1=NN(C=C1)C)=O)C=C(N2)C21COC(CC2)(C1)C